4,4'-(propane-1,3-diylbis(6-methoxybenzo[d]thiazole-5,2-diyl))bis(4-oxobutanoic acid) C(CCC=1C(=CC2=C(N=C(S2)C(CCC(=O)O)=O)C1)OC)C=1C(=CC2=C(N=C(S2)C(CCC(=O)O)=O)C1)OC